NC1=NC=CC2=C1C(=CN2[C@H]2C[C@@H](N(C2)C(C=C)=O)COC)C#CC2=CC1=C(N(C=N1)C)C=C2 1-((2R,4S)-4-(4-amino-3-((1-methyl-1H-benzo[d]imidazol-5-yl)ethynyl)-1H-pyrrolo[3,2-c]pyridin-1-yl)-2-(methoxymethyl)pyrrolidin-1-yl)prop-2-en-1-one